4-(1H-indazol-6-yl)-5-methyl-N2-(4-(piperazin-1-yl)phenyl)pyrimidine-2,4-diamine N1N=CC2=CC=C(C=C12)C1(NC(=NC=C1C)NC1=CC=C(C=C1)N1CCNCC1)N